4-bromo-3-methyl-2-{4-[3-(trifluoromethyl)phenoxy]piperidin-1-yl}pyridine BrC1=C(C(=NC=C1)N1CCC(CC1)OC1=CC(=CC=C1)C(F)(F)F)C